(4-(2-hydroxy-3-(isopropylamino)propoxy)phenyl)propionamide OC(COC1=CC=C(C=C1)C(C(=O)N)C)CNC(C)C